ClC=1C=CC2=C(C(=NC(C(N2)=O)O)C2=C(C=CC=C2)Cl)C1 7-chloro-5-(2'-chlorophenyl)-1,3-dihydro-3-hydroxy-2H-1,4-benzodiazepine-2-one